(3R,5S,8R,9S,10S,13S,14S,17S)-17-((R)-1-hydroxyethyl)-3-(methoxymethyl)-10,13-dimethylhexadecahydro-1H-cyclopenta[a]phenanthren O[C@H](C)[C@H]1CC[C@H]2[C@@H]3CC[C@H]4C[C@@H](CC[C@@]4([C@H]3CC[C@]12C)C)COC